ClC1=C(C(=O)NC2=CC(=C(C=C2)C)N2N=CC(=C2)C2=CSC3=C2N=CN=C3NCC3=C(C=C(C=C3)OC)OC)C=CC(=C1)F 2-chloro-N-(3-(4-(4-((2,4-dimethoxybenzyl)amino)thieno[3,2-d]pyrimidin-7-yl)-1H-pyrazol-1-yl)-4-methylphenyl)-4-fluorobenzamide